S1C=C(C=C1)C1=NC(=CC2=C1NC1=CC=CC=C21)C(=O)OC methyl 1-(thiophen-3-yl)-9H-pyrido[3,4-b]indole-3-carboxylate